(3R)-3-[({4-[7-(aminocarbonyl)-2H-indazol-2-yl]phenyl}amino)carbonyl]-1-methylpyrrolidinium trifluoroacetate FC(C(=O)[O-])(F)F.NC(=O)C1=CC=CC2=CN(N=C12)C1=CC=C(C=C1)NC(=O)[C@H]1C[NH+](CC1)C